N-Ethylacrylamid C(C)NC(C=C)=O